N1([C@H]2[C@@H](CC1)COC2)C2=NC=CC(=N2)NC=2N=CC1=C(N=CC(=C1C2)C(C)C)N2[C@@H]([C@H](C2)CS(=O)(=O)C)C N-{2-[(3aR,6aS)-hexahydro-1H-furo[3,4-b]pyrrol-1-yl]pyrimidin-4-yl}-8-[(2R,3S)-3-(methanesulfonylmeth-yl)-2-methylazetidin-1-yl]-5-(propan-2-yl)-2,7-naphthyridin-3-amine